ClC1=C(OC2=C(C=C(C=C2)S(=O)(=O)C)C=2C3=C(C(N(C2)C)=O)NC=C3)C=C(C=C1)C(F)(F)F 4-{2-[2-chloro-5-(trifluoromethyl)phenoxy]-5-(methylsulfonyl)phenyl}-6-methyl-1,6-dihydro-7H-pyrrolo[2,3-c]pyridin-7-one